methoxybenzene-1,2-diol COC1=C(C(=CC=C1)O)O